tricetyl citrate C(CC(O)(C(=O)OCCCCCCCCCCCCCCCC)CC(=O)OCCCCCCCCCCCCCCCC)(=O)OCCCCCCCCCCCCCCCC